FCC(CN(CCC(C(=O)O)NC(=O)C1(CC1)C=1C(=NC=CC1)CF)CCCCC1=NC=2NCCCC2C=C1)OC 4-[[3-fluoro-2-methoxy-propyl]-[4-(5,6,7,8-tetrahydro-1,8-naphthyridin-2-yl)butyl]amino]-2-[[1-[2-(fluoromethyl)-3-pyridyl]cyclopropanecarbonyl]amino]butanoic acid